N1=NC=C(C=C1)C12CC(C1)(C2)C(=O)O 3-(Pyridazin-4-yl)bicyclo[1.1.1]pentane-1-carboxylic acid